COC(=O)C1=CSC2=C1N=CN=C2NC(C)(C)C 4-(tert-butylamino)thieno[3,2-d]pyrimidine-7-carboxylic acid methyl ester